1-(7-(7-fluoro-2-((1-(methylsulfonyl)piperidin-4-yl)amino)quinazolin-8-yl)-2,7-diazaspiro[4.4]nonan-2-yl)ethan-1-one FC1=CC=C2C=NC(=NC2=C1N1CC2(CCN(C2)C(C)=O)CC1)NC1CCN(CC1)S(=O)(=O)C